(Racemic)-2'-chloro-N-(6-(2,2-difluorocyclopropyl)imidazo[2,1-b][1,3,4]thiadiazol-2-yl)-5'-methoxy-6-methyl-[4,4'-bipyridine]-3-carboxamide ClC1=NC=C(C(=C1)C1=C(C=NC(=C1)C)C(=O)NC1=NN2C(S1)=NC(=C2)[C@@H]2C(C2)(F)F)OC |r|